CN1N=C(C=C1)NC1=NC=CC(=N1)C1=CC=CC(=N1)C1SC(C=N1)=O 2-(6-(2-((1-methyl-1H-pyrazol-3-yl)amino)pyrimidin-4-yl)pyridin-2-yl)thiazol-5-one